OC(C=C)C1=CC=C(C#N)C=C1 4-(1-hydroxyallyl)benzonitrile